N,N-di(3-aminopropyl)methylamine NCCCN(CCCN)C